diisopropyloxyacetoacetate C(C)(C)OC(C(CC(=O)[O-])=O)OC(C)C